CN1N=C(C=C1C1=CC(=C(N1COCC[Si](C)(C)C)C(=O)NC)O[C@@H](C)C1=CC=CC=C1)C (S)-5-(1,3-dimethyl-1H-pyrazol-5-yl)-N-methyl-3-(1-phenylethoxy)-1-((2-(trimethylsilyl)ethoxy)methyl)-1H-pyrrole-2-carboxamide